C(C)N(CCN(CCOC(OC(CCCC(=O)OCCCCCCCCC)CCCC(=O)OCCCCCCCCC)=O)CCOC(OC(CCCC(=O)OCCCCCCCCC)CCCC(OCCCCCCCCC)=O)=O)CC dinonyl 11-(2-(diethylamino)ethyl)-5,17-bis(4-(nonyloxy)-4-oxobutyl)-7,15-dioxo-6,8,14,16-tetraoxa-11-azahenicosandioate